6-Octatriene CC/C=C/C=C=CC